CC1(OC=C(O1)[C@@H]1C([C@@H]2[C@@H](OC(O2)(C)C)O1)=O)C (3ar,5R,6as)-5-((R)-2,2-dimethyl-1,3-dioxol-4-yl)-2,2-dimethyldihydrofuro[2,3-d][1,3]dioxol-6(3aH)-one